C1(CC1)CNS(=O)(=O)C1=CC(=C(C=C1)NCC1=CC=C(C=C1)C(F)(F)F)C=1N=CN(C1)C N-(Cyclopropylmethyl)-3-(1-methyl-1H-imidazol-4-yl)-4-((4-(trifluoromethyl)benzyl)amino)benzenesulfonamide